(S)-quinuclidin-3-yl (6-bromo-2,2-dimethyl-1,2,3,4-tetrahydronaphthalen-1-yl)carbamate BrC=1C=C2CCC(C(C2=CC1)NC(O[C@@H]1CN2CCC1CC2)=O)(C)C